N-benzyl-4-hydroxy-N-(4-methoxyphenyl)-2-methyl-butane-amide C(C1=CC=CC=C1)N(C(C(CCO)C)=O)C1=CC=C(C=C1)OC